7-(2-Chloro-6-hydroxyphenyl)-6-fluoro-1-(2-methyl-6-(2-propanyl)phenyl)-4-((2S)-2-methyl-4-(2-propenoyl)-1-piperazinyl)pyrido[2,3-d]pyrimidin-2(1H)-one ClC1=C(C(=CC=C1)O)C=1C(=CC2=C(N(C(N=C2N2[C@H](CN(CC2)C(C=C)=O)C)=O)C2=C(C=CC=C2C(C)C)C)N1)F